potassium 1-[6-(morpholin-4-yl)pyrimidin-4-yl]-4-(1H-1,2,3-triazol-1-yl)-1H-pyrazol-5-ol N1(CCOCC1)C1=CC(=NC=N1)N1N=CC(=C1O)N1N=NC=C1.[K]